tert-butyl 3-(7-bromo-2-chloro-8-fluoro-6-iodo-5-methylquinazolin-4-yl)-3,8-diazabicyclo[3.2.1]octane-8-carboxylate BrC1=C(C(=C2C(=NC(=NC2=C1F)Cl)N1CC2CCC(C1)N2C(=O)OC(C)(C)C)C)I